C(C)(=O)N1CC(N(CC1)C1=NN(C(=C1Br)C)C1CC2(CN(C2)C(=O)OC(C)(C)C)C1)(C)C Tert-butyl 6-(3-(4-acetyl-2,2-dimethylpiperazin-1-yl)-4-bromo-5-methyl-1H-pyrazol-1-yl)-2-azaspiro[3.3]heptane-2-carboxylate